1-((4-(sec-butylamino)phenyl)amino)propan-1-thiol C(C)(CC)NC1=CC=C(C=C1)NC(CC)S